N-(4-methoxybenzyl)sulfonamide COC1=CC=C(CNS(=O)=O)C=C1